tert-butyl (3R,9aS)-3-(3-chloro-5-cyano-4-fluorophenyl)hexahydropyrazino[2,1-c][1,4]oxazine-8(1H)-carboxylate ClC=1C=C(C=C(C1F)C#N)[C@@H]1CN2[C@H](CO1)CN(CC2)C(=O)OC(C)(C)C